ClC1=C(C=C(C=C1)F)C1NC(C2=C3C=CC(NC3=CC(=C21)C2=C1C(C(N(C1=CC=C2F)C(=O)N)([2H])[2H])(C(F)(F)F)O)=O)=O (3-(2-chloro-5-fluorophenyl)-1,7-dioxo-2,3,6,7-tetrahydro-1H-pyrrolo[3,4-f]quinolin-4-yl)-5-fluoro-3-hydroxy-3-(trifluoromethyl)indole-2,2-d2-1-carboxamide